BrC1=CC=CC2=C1NC(OC2=O)=O 8-bromo-2H-benzo[d][1,3]oxazine-2,4(1H)-dione